FC(C(=O)O[Ag])(F)F (2,2,2-trifluoroacetyl)oxysilver